C1(CC1)C#C[C@@]1(NC=NC2=CC(=CC=C12)CO)C(F)(F)F (S)-4-(cyclopropylethynyl)-7-(hydroxymethyl)-4-(trifluoromethyl)-3,4-dihydroquinazolin